4-(2-(4-(2-(dimethylamino)ethoxy)benzylidene)hydrazineyl)benzoic acid CN(CCOC1=CC=C(C=NNC2=CC=C(C(=O)O)C=C2)C=C1)C